5-(2-(methylsulfonyl)-6-(trifluoromethyl)pyrimidin-4-yl)-1-(3-(prop-2-yn-1-yloxy)benzyl)pyridin-2(1H)-one CS(=O)(=O)C1=NC(=CC(=N1)C=1C=CC(N(C1)CC1=CC(=CC=C1)OCC#C)=O)C(F)(F)F